(R)-5-(7-chloro-3-isobutyl-2-methyl-1,1-dioxido-5-phenyl-2,3,4,5-tetrahydrobenzo[f][1,2,5]thiadiazepin-8-yl)-2-fluorobenzoic acid ClC=1C(=CC2=C(N(C[C@H](N(S2(=O)=O)C)CC(C)C)C2=CC=CC=C2)C1)C=1C=CC(=C(C(=O)O)C1)F